C(C)(C)OC([C@H](C)NP(=O)(OC1=CC=CC=C1)OC1=C(C(=C(C(=C1F)F)F)F)F)=O.ClC1=NC=C(C=N1)C(C)=O |r| 1-(2-Chloropyrimidin-5-yl)ethan-1-one isopropyl-rac-(2S)-2-[[(2,3,4,5,6-pentafluorophenoxy)-phenoxy-phosphoryl]amino]propanoate